potassium sulfate sodium salt [Na+].S(=O)(=O)([O-])[O-].[K+]